S-PALMITOYL-L-CYSTEINE C(CCCCCCCCCCCCCCC)(=O)SC[C@H](N)C(=O)O